(1-(4-(5-(2,3-Dihydro-1H-inden-4-yl)-6-methoxy-1H-pyrazolo[4,3-b]pyridin-3-yl)phenyl)-3-azabicyclo[3.1.0]hexan-3-yl)ethan-1-ol C1CCC2=C(C=CC=C12)C1=C(C=C2C(=N1)C(=NN2)C2=CC=C(C=C2)C21CN(CC1C2)C(C)O)OC